N1CCCC2=CC(=CC=C12)S(=O)(=O)N DIHYDRO-1H-QUINOLINE-6-SULFONAMIDE